CCCCCCCCCCCCCCCCCCCCCCCCCCCCCCCCCCCCCCCCCCCCCCCCCCCCCCCCCCCCCCCCCCCCCCCCC n-Triheptacontane